(4-chloro-3-methoxy-phenyl)-6-methyl-1,4,5,6-tetrahydropyridazine ClC1=C(C=C(C=C1)N1N=CCCC1C)OC